5-chloro-4-(trifluoromethyl)aniline ClC=1C(=CC=C(N)C1)C(F)(F)F